ClC=1C(=C(C[C@@H]2N(CC([C@@H]2NS(=O)(=O)C)(F)F)C(=O)OC(C)(C)C)C=CC1)F tert-butyl (2S,3R)-2-(3-chloro-2-fluorobenzyl)-4,4-difluoro-3-(methylsulfonamido)pyrrolidine-1-carboxylate